N-(3-chloro-4-fluoro-phenyl)-7-methoxy-6-(3-morpholinopropoxy)quinazolin-4-amine ClC=1C=C(C=CC1F)NC1=NC=NC2=CC(=C(C=C12)OCCCN1CCOCC1)OC